tert-butyl (1R,3s,5S)-3-({7-[(5-methyl-1H-pyrazol-3-yl)amino]-1,6-naphthyridin-5-yl}amino)-8-azabicyclo[3.2.1]octane-8-carboxylate CC1=CC(=NN1)NC1=NC(=C2C=CC=NC2=C1)NC1C[C@H]2CC[C@@H](C1)N2C(=O)OC(C)(C)C